NC1=CC=CC(=N1)COCCC=1C=C(C(=C(C1)NC1=C(N=NC(=C1)Cl)N(C(=O)[O-])C)OC)C1=NN(C=C1)C 4-((5-(2-((6-aminopyridin-2-yl) methoxy) ethyl)-2-methoxy-3-(1-methyl-1H-pyrazol-3-yl) phenyl) amino)-6-chloro-N-methylpyridazine-3-carbamate